tert-Butyl N-[(4bS,8S,8aR)-8-carbamoyl-4b,8-dimethyl-4b,5,6,7,8,8a,9,10-octahydrophenanthren-3-yl]carbamate C(N)(=O)[C@]1(CCC[C@@]2(C=3C=C(C=CC3CC[C@@H]12)NC(OC(C)(C)C)=O)C)C